5-(3,4-difluorobenzyl)-N-(2-(5-fluoro-1H-indol-3-yl)ethyl)isoxazole-3-carboxamide FC=1C=C(CC2=CC(=NO2)C(=O)NCCC2=CNC3=CC=C(C=C23)F)C=CC1F